N-benzyl-7-isobutyl-5-oxo-1-(4-(trifluoromethoxy)benzyl)octahydro-3aH-3,6-methanopyrrolo[3,2-b]pyridine-3a-carboxamide C(C1=CC=CC=C1)NC(=O)C12NC(C3C(C1N(CC2C3)CC3=CC=C(C=C3)OC(F)(F)F)CC(C)C)=O